racemic-4-[1-(3-difluoromethyl-phenyl)-2,5-dioxo-2,3,4,5,6,7-hexahydro-1H-cyclopentapyrimidin-4-yl]-3-ethanesulfonyl-benzonitrile FC(C=1C=C(C=CC1)N1C(N[C@H](C2=C1CCC2=O)C2=C(C=C(C#N)C=C2)S(=O)(=O)CC)=O)F |r|